N-(4-(4-amino-7-methyl-5-(1-(2,2,2-trifluoroacetyl)-1,2,3,6-tetrahydropyridin-4-yl)-7H-pyrrolo[2,3-d]pyrimidin-6-yl)phenyl)acrylamide NC=1C2=C(N=CN1)N(C(=C2C=2CCN(CC2)C(C(F)(F)F)=O)C2=CC=C(C=C2)NC(C=C)=O)C